7-[(6Ar)-1-hydroxy-9-methyl-6-methylidene-6a,7,8,10a-tetrahydrobenzo[c]chromen-3-yl]heptanoic acid OC1=C2C3[C@H](C(OC2=CC(=C1)CCCCCCC(=O)O)=C)CCC(=C3)C